C(CCCCCCCCCCC)C1C(N(C(C1)=O)N1C(CCCC1(C)C)(C)C)=O 3-dodecyl-1-(2,2,6,6-tetramethylpiperidinyl)pyrrolidine-2,5-dione